CC1=C(C=CC=C1C)C(C)C=1N=CN(C1)C(=O)NCC=C 4-[1-(2,3-dimethylphenyl)ethyl]-N-(prop-2-en-1-yl)-1H-imidazole-1-carboxamide